(Z)-N-[2,2,2-trifluoro-1-(5-fluoro-3,7-dimethyl-1-benzofuran-2-yl)ethylidene]hydroxylamine FC(\C(\C=1OC2=C(C1C)C=C(C=C2C)F)=N/O)(F)F